NC1=CC2=C(N(C([C@H](O2)C)=O)[C@@H](C)C2=CC(=CC=C2)Cl)C=C1 (2R)-7-amino-4-[(1S)-1-(3-chlorophenyl)ethyl]-2-methyl-2H-1,4-benzoxazin-3-one